N(N)C(=O)OC1CC1 cyclopropyl hydrazinecarboxylate